CN(CCCC=1SC2=C(N1)C=C(C=C2)C2=CC[C@@H](CN2C(=O)OC(C)(C)C)C)C (S)-tert-butyl 6-(2-(3-(dimethylamino)propyl)benzo[d]thiazol-5-yl)-3-methyl-3,4-dihydropyridine-1(2H)-carboxylate